3-chloro-1'-(3-(2,3-dichlorophenyl)imidazo[1,5-a]pyrazin-8-yl)-5,7-dihydrospiro[cyclopenta[b]pyridine-6,4'-piperidine]-7-amine ClC=1C=C2C(=NC1)C(C1(CCN(CC1)C=1C=3N(C=CN1)C(=NC3)C3=C(C(=CC=C3)Cl)Cl)C2)N